C(CC)N1C(=NN=C1)CN1C=NC2=C1C=C(C=C2)C(=O)O 1-((4-propyl-4H-1,2,4-triazol-3-yl)methyl)-1H-benzo[d]imidazol-6-carboxylic acid